2-(((3R,4R)-1-(cyclopropylsulfonyl)-3-fluoropiperidin-4-yl)amino)-8-((1R,2R)-2-hydroxy-2-methylcyclopentyl)-5-methylpyrido[2,3-d]pyrimidin-7(8H)-one C1(CC1)S(=O)(=O)N1C[C@H]([C@@H](CC1)NC=1N=CC2=C(N1)N(C(C=C2C)=O)[C@H]2[C@](CCC2)(C)O)F